FC1=CC=C2C=CC=C(C2=C1)CCCC(C)NC (2-(7-fluoronaphthalen-1-yl)ethyl)-N-methylpropan-2-amine